N1(C=NC=C1)CC1=CC(=C2CCN(C(C2=C1)=O)C1=NC(=NC2=CC(=C(C=C12)OC)N1CCC1)C)C=1C(=NN(C1)C)C(F)(F)F 7-((1H-imidazol-1-yl)methyl)-2-(7-(azetidin-1-yl)-6-methoxy-2-methylquinazolin-4-yl)-5-(1-methyl-3-(trifluoromethyl)-1H-pyrazol-4-yl)-3,4-dihydroisoquinolin-1(2H)-one